2-(dimethylamino)-1-(2-(2-(2,6-dimethylpyridin-4-yl)-3-isopropyl-1H-indol-5-yl)-6,7-dihydrothiazolo[5,4-c]pyridin-5(4H)-yl)ethan-1-one CN(CC(=O)N1CC2=C(CC1)N=C(S2)C=2C=C1C(=C(NC1=CC2)C2=CC(=NC(=C2)C)C)C(C)C)C